NC1=CC=C(C=C1)C(=O)C1=CN=C2N1C=CC(=C2)OCC (4-aminophenyl)(7-ethoxyimidazo[1,2-a]pyridin-3-yl)methanone